3-(5-(1-benzyl-1H-imidazol-4-yl)-1-oxoisoindolin-2-yl)piperidine-2,6-dione C(C1=CC=CC=C1)N1C=NC(=C1)C=1C=C2CN(C(C2=CC1)=O)C1C(NC(CC1)=O)=O